1-methyl-3-(2-(3-methylpiperidin-1-yl)-2-oxoethyl)-1H-pyrido[2,3-b][1,4]thiazin-2(3H)-one CN1C2=C(SC(C1=O)CC(=O)N1CC(CCC1)C)N=CC=C2